N[C@@H](C)C(=O)O alanin